ClC1=CC(=C(C=C1)[C@@]1(OC2=C(O1)C=CC=C2C2CCN(CC2)CC=2N(C(=CN2)/C=C/C(=O)O)C[C@@H]2COCC2)C)F (E)-3-(2-((4-((S)-2-(4-chloro-2-fluorophenyl)-2-methylbenzo[d][1,3]dioxol-4-yl)piperidin-1-yl)methyl)-1-(((R)-tetrahydrofuran-3-yl)methyl)-1H-imidazol-5-yl)acrylic acid